4-methylpiperazin-2-one CN1CC(NCC1)=O